NCCN(C(OC(C)(C)C)=O)CC1=CC=C(C=C1)OC1=CC=CC=C1 1,1-dimethylethyl (2-aminoethyl)[(4-phenoxyphenyl)methyl]carbamate